[S-]C#N.N12CCCCCC2=NCCC1 1,8-diazabicyclo[5.4.0]-7-undecene thiocyanate